ClC1=CC=C(C(=N1)C(=O)O)N[C@H](C)C1=C2N=C(C(=NC2=CC(=C1)C)C#N)N1C[C@@]2(CCCO2)CC1 6-chloro-3-(((R)-1-(2-cyano-7-methyl-3-((R)-1-oxa-7-azaspiro[4.4]nonan-7-yl)quinoxalin-5-yl)ethyl)amino)picolinic acid